C(C1=CC=CC=C1)N(CCCCCCC(C(=O)OCCCC(CCCCC)CCCCC)(C)C)CCCCCCC(C(OCCCC(CCCCC)CCCCC)=O)(C)C 4-pentylnonyl 8-[benzyl-[7,7-dimethyl-8-oxo-8-(4-pentylnonoxy)octyl]amino]-2,2-dimethyl-octanoate